1-(3-(4-(tert-butyl)phenyl)-1-ethoxy-2-methylpropyl)-1H-benzo[d][1,2,3]triazol C(C)(C)(C)C1=CC=C(C=C1)CC(C(OCC)N1N=NC2=C1C=CC=C2)C